C(#N)C1=CC(=C(C=C1)COC1=CC=CC(=N1)C1=CC(=C(C=C1)CC=1N(C2=C(N1)C=CC(=C2)C(=O)O)C[C@H]2OCC2)F)F 2-[[4-[6-[(4-Cyano-2-fluoro-phenyl)methoxy]-2-pyridinyl]-2-fluoro-phenyl]methyl]-3-[(2S)-oxetan-2-ylmethyl]benzimidazole-5-carboxylic acid